C(C)(C)(C)C1=C(C(=O)NC)C=C(C(=C1F)C=1N=C2N(C=CC(=C2)C)C1Br)F tert-butyl-4-(3-bromo-7-methylimidazo[1,2-a]pyridin-2-yl)-3,5-difluoro-N-methylbenzamide